tert-butyl (4-(3-(2-((2-bromo-4-fluorophenyl)amino)-5-(trifluoromethyl)benzamido)-6-methoxypyridin-2-yl)but-3-yn-1-yl)carbamate BrC1=C(C=CC(=C1)F)NC1=C(C(=O)NC=2C(=NC(=CC2)OC)C#CCCNC(OC(C)(C)C)=O)C=C(C=C1)C(F)(F)F